4-(methoxycarbonyl)-3-methylphenylboronic acid COC(=O)C1=C(C=C(C=C1)B(O)O)C